NC=1C2=C(N=CN1)N(C(=C2C2=CCC(CC2)C(=O)NCC(C)(C)OC)C2=CC=C(C=C2)NC(C(=C)C)=O)C 4-(4-amino-6-(4-methacrylamido-phenyl)-7-methyl-7H-pyrrolo[2,3-d]pyrimidin-5-yl)-N-(2-methoxy-2-methylpropyl)cyclohex-3-ene-1-carboxamide